NC1=C(C2=C(S1)CCCC2(C)C2=NC(=NO2)C2=NC(=NC(=C2)O)O[C@@H](C)[C@H]2N(CCC2)C)C#N 2-amino-4-(3-(6-hydroxy-2-((S)-1-((S)-1-methylpyrrolidin-2-yl)ethoxy)pyrimidin-4-yl)-1,2,4-oxadiazol-5-yl)-4-methyl-4,5,6,7-tetrahydrobenzo[b]thiophene-3-carbonitrile